C1(CC12CCNCC2)O 6-azaspiro[2.5]octanol